C[C@@H]1CC2=NN3C(C(N(CC3)CC3=NC=CC=C3)=O)=C2CN1 (R)-3-methyl-9-(pyridin-2-ylmethyl)-1,2,3,4,8,9-hexahydropyrido[4',3':3,4]pyrazolo[1,5-a]pyrazin-10(7H)-one